C(#N)C1=CC=C(OC2=CC=C3C(=C(N=C(C3=C2)OCC)C(=O)NCC(=O)O)O)C=C1 (7-(4-cyanophenoxy)-1-ethoxy-4-hydroxyisoquinoline-3-carbonyl)glycine